4-(4-chloro-phenoxy)-butyric acid ClC1=CC=C(OCCCC(=O)O)C=C1